tert-butyl 6-(2-hydrazino-2-keto-ethyl)-2-azaspiro[3.3]heptane-2-carboxylate N(N)C(CC1CC2(CN(C2)C(=O)OC(C)(C)C)C1)=O